isodecyloxypropyl-amine C(CCCCCCC(C)C)OCCCN